BrC1=CC=C2C(=N1)C=NN2C2OCCCC2 5-bromo-1-(tetrahydro-2H-pyran-2-yl)-1H-pyrazolo[4,3-b]pyridine